FC=1C=C2C(C(=CN(C2=NC1N1CC(C1)C(NC1=NN(C(=C1)O)C(C)C)=O)C=1SC=CN1)C(=O)O)=O 6-fluoro-7-(3-{[5-hydroxy-1-(propan-2-yl)-1H-pyrazol-3-yl]carbamoyl}azetidin-1-yl)-4-oxo-1-(1,3-thiazol-2-yl)-1,4-dihydro-1,8-naphthyridine-3-carboxylic acid